CC1=CC=C(C=C1)S(=O)(=O)OCCC1=CC(=CC=C1)C1C(NC(CC1)=O)=O 2-[3-(2,6-dioxo-3-piperidyl)phenyl]ethyl 4-methylbenzene-sulfonate